(6-(Cyclobutyl(methyl)amino)4-methylpicolinamido)benzoic acid C1(CCC1)N(C1=CC(=CC(=N1)C(=O)NC1=C(C(=O)O)C=CC=C1)C)C